(6-(((tert-butyldiphenylsilyl)oxy)methyl)pyridin-2-yl)methanol [Si](C1=CC=CC=C1)(C1=CC=CC=C1)(C(C)(C)C)OCC1=CC=CC(=N1)CO